{[1-(4-chloro-3-fluorophenyl)-1H-1,2,4-triazol-5-yl]methyl}(ethyl)amine ClC1=C(C=C(C=C1)N1N=CN=C1CNCC)F